1-tert-Butoxycarbonyl-4-((3-chloro-4-fluorophenyl)amino)-6-methanesulfonamido-1H-indole-2-carboxylic acid ethyl ester C(C)OC(=O)C=1N(C2=CC(=CC(=C2C1)NC1=CC(=C(C=C1)F)Cl)NS(=O)(=O)C)C(=O)OC(C)(C)C